6-methyl-4-(1-methyl-5-(3-((methylsulfonyl)methyl)phenyl)-2-oxo-1,2-dihydropyridin-4-yl)-1-tosyl-2-(1-(trifluoromethyl)-1H-pyrazol-4-yl)-1,6-dihydro-7H-pyrrolo[2,3-c]pyridin-7-one CN1C(C2=C(C(=C1)C1=CC(N(C=C1C1=CC(=CC=C1)CS(=O)(=O)C)C)=O)C=C(N2S(=O)(=O)C2=CC=C(C)C=C2)C=2C=NN(C2)C(F)(F)F)=O